1-(1-(2-(2-ethoxyethoxy)ethoxy)prop-1-en-2-yl)-4-(3-(2-(2-ethoxyethoxy)ethoxy)prop-1-en-2-yl)benzene C(C)OCCOCCOC=C(C)C1=CC=C(C=C1)C(=C)COCCOCCOCC